4-[[2-(2-chlorophenyl)acetyl]amino]-N-(4-cyanotetrahydropyran-4-yl)pyridine-2-carboxamide ClC1=C(C=CC=C1)CC(=O)NC1=CC(=NC=C1)C(=O)NC1(CCOCC1)C#N